C(CCC(C(CC)O)O)O 1,4,5-heptanetriol